CC1CCC(C(C1)O)C(C)C (+/-)-menthol